S(=O)(O)[O-].[K+] Potassium hydrogensulfite